(2S)-N-{4-[7-{[(2R)-1,4-Dioxan-2-yl]methoxy}-5-fluoro-3-(pyridin-2-yl)-1H-pyrrolo[3,2-b]pyridin-2-yl]pyridin-2-yl}-4,4-difluoro-2-(4-fluorophenyl)butanamid O1[C@H](COCC1)COC1=C2C(=NC(=C1)F)C(=C(N2)C2=CC(=NC=C2)NC([C@@H](CC(F)F)C2=CC=C(C=C2)F)=O)C2=NC=CC=C2